COC1=CC2=C(N=C(S2)N)C(=C1)C 6-methoxy-4-methylbenzo[d]thiazol-2-amine